1-((6-(1-(2,6-dichlorophenyl)azetidin-3-yl)-4,5-dimethylpyridin-3-yl)methyl)piperidine-4-carboxylic acid methyl ester COC(=O)C1CCN(CC1)CC=1C=NC(=C(C1C)C)C1CN(C1)C1=C(C=CC=C1Cl)Cl